Ethyl 3-fluoro-4-(N-(2-(hydroxymethyl)-2-methylcyclopentyl)sulfamoyl)-1-methyl-1H-pyrrole-2-carboxylate FC1=C(N(C=C1S(NC1C(CCC1)(C)CO)(=O)=O)C)C(=O)OCC